2,5-dimethyl-2,5-di(t-amylperoxy)-3-hexyne CC(C)(C#CC(C)(OOC(C)(C)CC)C)OOC(C)(C)CC